C(=O)(O)C1=NN(C=2C(CC[C@H](C12)C)=C(C)C)C=1C=[N+](C=CN1)[O-] (R)-3-(3-carboxy-4-methyl-7-(propan-2-ylidene)-4,5,6,7-tetrahydro-1H-indazol-1-yl)pyrazine 1-oxide